B(O)(O)CCC=1C(=C(C(=O)O)C(=CC1)OC1CN(C1)C([C@H]1NC[C@H](C1)F)=O)O 3-(2-Boronoethyl)-6-({1-[(4S)-4-fluoro-L-prolyl]azetidin-3-yl}oxy)-2-hydroxybenzoic acid